(((((2R,3S,4R,5R)-5-(4-aminopyrrolo[2,1-f][1,2,4]triazin-7-yl)-5-cyano-4-hydroxy-3-(2-phenylacetoxy)tetrahydrofuran-2-yl)methoxy)((isobutyryloxy)methoxy) phosphoryl)oxy)methyl pivalate C(C(C)(C)C)(=O)OCOP(=O)(OCOC(C(C)C)=O)OC[C@H]1O[C@@]([C@@H]([C@@H]1OC(CC1=CC=CC=C1)=O)O)(C#N)C1=CC=C2C(=NC=NN21)N